C1(=C(C=C(N)C=C1)C1=C(C(=O)O)C=CC=C1Cl)C1=CC=C(N)C=C1 (benzidin-2-yl)-3-chlorobenzoic acid